BrC1C(=CCCC1)C1=CC=C(C=C1C#C)OC bromo-6'-ethynyl-4'-methoxy-2,3,4,5-tetrahydro-1,1'-biphenyl